N[C@H](C(=O)N[C@H](C(=O)OC)C[C@H]1C(NCC1)=O)CC1CCC1 methyl (2S)-2-[[(2S)-2-amino-3-cyclobutyl-propanoyl]amino]-3-[(3S)-2-oxopyrrolidin-3-yl]propanoate